FC(C(=O)N[C@H]1[C@@](NC(C1)=O)(C1=CC=CC=C1)C)(C)F 2,2-difluoro-N-(trans-2-methyl-5-oxo-2-phenylpyrrolidin-3-yl)propanamide